ONC(C=CC1=C(C=CC=C1)N1C(C2=CC=CC=C2C1)=O)=O N-hydroxy-3-(2-(1-oxoisoindolin-2-yl)phenyl)acrylamide